tert-butyl 2-((6-chloro-5-iodo-1-((2-(trimethylsilyl)ethoxy)methyl)-1H-imidazo[4,5-b]pyridin-2-yl)thio)acetate ClC=1C=C2C(=NC1I)N=C(N2COCC[Si](C)(C)C)SCC(=O)OC(C)(C)C